[Si](C)(C)(C(C)(C)C)OCCCN(C(OC(C)(C)C)=O)CCC1=CC=C(C=C1)C#C[Si](C)(C)C tert-butyl (3-((tert-butyldimethylsilyl)oxy)propyl)(4-((trimethylsilyl) ethynyl)phenethyl)carbamate